(1'-amino-2-phenyl-ethyl)oxirane NC(CC1=CC=CC=C1)C1OC1